4-[5-[4-(dimethylamino)piperidin-1-yl]-8-(1-methyl-2-oxo-1,2,3,4-tetrahydroquinolin-6-yl)imidazo[1,2-c]pyrimidin-7-yl]benzonitrile CN(C1CCN(CC1)C1=NC(=C(C=2N1C=CN2)C=2C=C1CCC(N(C1=CC2)C)=O)C2=CC=C(C#N)C=C2)C